C(C)(C)(C)OC(N[C@@H]1C[C@@H](CCC1)N)=O (1S,3R)-3-aminocyclohexylcarbamic acid tert-butyl ester